(R)-N-cyclopropyl-N-(7-(4-fluorobenzoyl)-8-methyl-3-(3-methyl-1,2,4-thiadiazole-5-yl)-5,6,7,8-tetrahydroimidazo[1,5-a]pyrazin-1-yl)acetamide C1(CC1)N(C(C)=O)C=1N=C(N2C1[C@H](N(CC2)C(C2=CC=C(C=C2)F)=O)C)C2=NC(=NS2)C